(2,6-Diphenyl-4-pyridyl)-[4-(4-hydroxyphenyl)piperazin-1-yl]methanone C1(=CC=CC=C1)C1=NC(=CC(=C1)C(=O)N1CCN(CC1)C1=CC=C(C=C1)O)C1=CC=CC=C1